2,4,6-triethyl-3-methylphenol C(C)C1=C(C(=CC(=C1C)CC)CC)O